(E)-3-(2-carboxyethyl)-2-(2-(6-methoxy-2,3-dihydro-1H-xanthen-4-yl)vinyl)-1,1-dimethyl-1H-benzol C(=O)(O)CCC=1C(C(C=CC1)(C)C)\C=C\C=1CCCC2=CC3=CC=C(C=C3OC12)OC